3-(5-chlorothien-2-yl)-5-(trifluoromethyl)pyrazolo[1,5-a]pyridin-2-amine ClC1=CC=C(S1)C=1C(=NN2C1C=C(C=C2)C(F)(F)F)N